N-[4-(benzyloxy)phenyl]-7H-pyrrolo[2,3-d]pyrimidin-4-amine C(C1=CC=CC=C1)OC1=CC=C(C=C1)NC=1C2=C(N=CN1)NC=C2